CC1(CNC(C2=CC=C(C=C12)C1=CNC=2N=C(N=CC21)NCC2(CC2)C(F)(F)F)=O)C 4,4-dimethyl-6-(2-(((1-(trifluoromethyl)cyclopropyl)methyl)amino)-7H-pyrrolo[2,3-d]pyrimidin-5-yl)-3,4-dihydroisoquinolin-1(2H)-one